(S)-5-(5-methyl-3,4,5,6-tetrahydropyridin-2-yl)-2-(1-methylpiperidin-4-yl)benzo[d]thiazole C[C@H]1CCC(=NC1)C=1C=CC2=C(N=C(S2)C2CCN(CC2)C)C1